Tert-butyl (1R,4S,4S,5S)-4-[(7-chloro-8-fluoro-4-hydroxy-2-methylsulfanyl-pyrido[4,3-d]pyrimidin-5-yl) oxymethyl]-1-(methoxymethyl)-3,8-diazabicyclo[3.2.1]octane-8-carboxylate ClC1=C(C=2N=C(N=C(C2C(=N1)OC[C@H]1NC[C@]2(CC[C@@H]1N2C(=O)OC(C)(C)C)COC)O)SC)F